methyl 5-(1-(((5-fluoro-2,3-dihydrobenzofuran-4-yl)methyl)amino)-6-methoxy-2,7-naphthyridin-4-yl)-1-methyl-1H-pyrazole-3-carboxylate FC=1C=CC2=C(CCO2)C1CNC1=NC=C(C2=CC(=NC=C12)OC)C1=CC(=NN1C)C(=O)OC